pentaglycidyldiethylenetriamine C(C1CO1)N(CCN(CCN(CC1CO1)CC1CO1)CC1CO1)CC1CO1